bis(2,4-dichlorophenyl)4-methoxyphenylsulfonium ClC1=C(C=CC(=C1)Cl)[S+](C1=CC=C(C=C1)OC)C1=C(C=C(C=C1)Cl)Cl